C[C@@H]1N(CCC1)C(CCCCCCCCCCCCCCC)=O (S)-methyl-1-palmitoylpyrrolidine